[K+].OCCCC(=O)[O-] gamma-hydroxybutyrate potassium salt